2-(4-tert-butylphenyl)thiazole-5-carbaldehyde C(C)(C)(C)C1=CC=C(C=C1)C=1SC(=CN1)C=O